dihydroxystearic acid anion OC(C(=O)[O-])(CCCCCCCCCCCCCCCC)O